NC1=NC(=C(C=2N1N=C(N2)CC2=NC=CC=C2F)C=2C=CC(N(C2)C)=O)C2=CC=C(C=C2)OC 5-(5-amino-2-((3-fluoropyridin-2-yl)methyl)-7-(4-methoxyphenyl)-[1,2,4]triazolo[1,5-c]pyrimidin-8-yl)-1-methylpyridin-2(1H)-one